methyl (S)-4-(3-fluoro-2-(2-oxoethyl) phenyl)-2-methyl-5-oxo-1,4,5,7-tetrahydrofuro[3,4-b]pyridine-3-carboxylate FC=1C(=C(C=CC1)[C@@H]1C2=C(NC(=C1C(=O)OC)C)COC2=O)CC=O